5-methoxycarbonylmethyl-2-Thiouracil COC(=O)CC=1C(NC(NC1)=S)=O